2-phenyl-5-(1,3-dimethylbutylamino)-1H-indole C1(=CC=CC=C1)C=1NC2=CC=C(C=C2C1)NC(CC(C)C)C